6-(difluoromethoxy)-2-[3-ethylsulfonyl-6-(trifluoromethyl)imidazo[1,2-a]pyridin-2-yl]isoindolin-1-one FC(OC1=CC=C2CN(C(C2=C1)=O)C=1N=C2N(C=C(C=C2)C(F)(F)F)C1S(=O)(=O)CC)F